N-[2-(2,4-dichlorophenyl)-2-methoxy-1-methyl-ethyl]-3-difluoromethyl-1-methyl-pyrazole-4-carboxamide ClC1=C(C=CC(=C1)Cl)C(C(C)NC(=O)C=1C(=NN(C1)C)C(F)F)OC